(3S,4'S)-2-oxospiro[indoline-3,3'-pyrrolidine]-4'-carbonitrile O=C1NC2=CC=CC=C2[C@@]12CNC[C@H]2C#N